ethyl (R)-3-(3-chlorophenyl)-2-((4-(trifluoromethoxy)phenyl)sulfonamido)propanoate ClC=1C=C(C=CC1)C[C@H](C(=O)OCC)NS(=O)(=O)C1=CC=C(C=C1)OC(F)(F)F